C(C)(C)C1=C(C=C(C=C1OS(=O)(=O)[O-])C=1C=NC2=CC=CC=C2C1)OS(=O)(=O)[O-] 2-Isopropyl-5-(quinolin-3-yl)-1,3-phenylenedi(hydrogen sulfate)